1-benzyl-3-[5-(benzyloxy)pyrimidin-2-yl]urea C(C1=CC=CC=C1)NC(=O)NC1=NC=C(C=N1)OCC1=CC=CC=C1